butyl-methyl-imidazole iron [Fe].C(CCC)C=1N=C(NC1)C